C1(=CC=CC=C1)N1CC(CC1)NC1=NC=C(C=N1)C#N 2-((1-Phenylpyrrolidin-3-yl)amino)pyrimidine-5-carbonitrile